C(#N)CC1=CC(=CS1)B(O)O 5-(CYANOMETHYL)THIOPHEN-3-YLBORONIC ACID